4-hydroxy-2-({6-[3-methyl-1-(o-tolyl)-5-pyrazolyl]-2-aza-2-spiro[3.3]heptyl}carbonyl)benzonitrile OC1=CC(=C(C#N)C=C1)C(=O)N1CC2(C1)CC(C2)C2=CC(=NN2C2=C(C=CC=C2)C)C